N-(3-methoxybenzyl)-4-((5-oxo-5H-[1,3,4]thiadiazolo[2,3-b]quinazolin-2-yl)amino)benzamide sodium 4-((4-acrylamidophenyl)amino)-1-amino-9,10-dioxo-9,10-dihydroanthracene-2-sulfonate C(C=C)(=O)NC1=CC=C(C=C1)NC1=CC(=C(C=2C(C3=CC=CC=C3C(C12)=O)=O)N)S(=O)(=O)[O-].[Na+].COC=1C=C(CNC(C2=CC=C(C=C2)NC2=NN3C(=NC4=CC=CC=C4C3=O)S2)=O)C=CC1